ClC(C(=O)O)C12CC3(CC(CC(C1)(C3)C)(C2)C)C chloro(3,5,7-trimethyl-1-adamantyl)acetic acid